ClC1=NC=C(C(=N1)OC1=NC=2C=CC3=C(C2N=C1)C1=C(S3)C(N[C@@H](CN1)C)=O)CNC (R)-3-((2-chloro-5-((methylamino)methyl)pyrimidin-4-yl)oxy)-10-methyl-9,10,11,12-tetrahydro-8H-[1,4]diazepino[5',6':4,5]thieno[3,2-f]quinoxalin-8-one